C(C(=O)OCCCCCCCC)(=O)OCCCCCCCC dioctyl ethanedioate